FC=1C=C(C2=C(OCCO2)C1)N1C(CNCC1)F 7-Fluoro-5-(2-fluoropiperazin-1-yl)-2,3-dihydro-1,4-benzodioxine